tert-butyl 4-[[5-fluoro-4-[3-(2-methoxy-3-pyridyl)phenyl]pyrimidin-2-yl]amino]piperidine-1-carboxylate FC=1C(=NC(=NC1)NC1CCN(CC1)C(=O)OC(C)(C)C)C1=CC(=CC=C1)C=1C(=NC=CC1)OC